FC=1C=C(C(=C2C=C(N(C12)S(=O)(=O)C1=CC=C(C)C=C1)S(=O)(=O)N1CCCC1)C=1OC=NN1)C 2-(7-fluoro-5-methyl-2-(pyrrolidin-1-ylsulfonyl)-1-tosyl-1H-indol-4-yl)-1,3,4-oxadiazole